Cl.N1CCC(CC1)N1CC(C1)=CC#N 2-(1-(Piperidin-4-yl)azetidin-3-ylidene)acetonitrile hydrochloride